1,3-dioxoisoindolin-2-yl (1S,2S)-2-(difluoromethyl)cyclopropane-1-carboxylate FC([C@@H]1[C@H](C1)C(=O)ON1C(C2=CC=CC=C2C1=O)=O)F